11-(3,4-Dichlorobenzoyl)-N-(2-hydroxyethyl)-5,6,9,10,11,12-hexahydro-4H-[1,2]oxazolo-[3,4-c]pyrido[4',3':3,4]pyrazolo[1,5-a]azepine-5-carboxamide ClC=1C=C(C(=O)N2CC=3C(=NN4C3C=3C(CC(C4)C(=O)NCCO)=CON3)CC2)C=CC1Cl